(4-cyano-2,5-difluorophenyl)boronic acid C(#N)C1=CC(=C(C=C1F)B(O)O)F